N[C@H]1CS(C2=C(N(C1=O)CC1=CC=C(C=C1)Cl)C=C(C(=C2)F)C=2OC(=NN2)C(CN2C(CCC2)=O)(C)C)(=O)=O (3R)-3-amino-5-[(4-chlorophenyl)methyl]-7-[5-[1,1-dimethyl-2-(2-oxopyrrolidin-1-yl)ethyl]-1,3,4-oxadiazol-2-yl]-8-fluoro-1,1-dioxo-2,3-dihydro-1λ6,5-benzothiazepin-4-one